2-bromo-1-(2,4,6-trimethylbenzyl)pyridinium BrC1=[N+](C=CC=C1)CC1=C(C=C(C=C1C)C)C